COC(=O)C1(CCN(CC1)C1=NC=C(C=N1)OCC1=CC=CC=C1)N 4-amino-1-(5-(benzyloxy)pyrimidin-2-yl)piperidine-4-carboxylic acid methyl ester